(7-(2-methyl-4-(trifluoromethyl)phenoxy)-2-azaspiro[3.5]nonan-2-yl)methanone CC1=C(OC2CCC3(CN(C3)C=O)CC2)C=CC(=C1)C(F)(F)F